IC1=C(OCC(C)N)C(=CC(=C1)[N+](=O)[O-])I 1-(2,6-diiodo-4-nitrophenoxy)propan-2-amine